2-(3,3-difluoropyrrolidin-1-yl)-2-methylpropanaldehyde FC1(CN(CC1)C(C=O)(C)C)F